C(C1=CC=CC=C1)OCC1=CC=C(\C=C/2\C(=C(C3=CC(=CC=C23)Cl)CC(=O)O)C)C=C1 (Z)-2-(1-(4-((benzyloxy)methyl)benzylidene)-5-chloro-2-methyl-1H-inden-3-yl)acetic acid